[Na+].C1(=CC=CC=C1)C1(SC=CN1)SCCCS(=O)(=O)[O-] 3-(2-Phenylthiazolylthio)-1-propanesulfonic acid sodium salt